Methyl (S)-2-((2S,3R)-2-(2-((S)-1-(2,3-difluorobenzyl)-5-oxopyrrolidin-2-yl)acetamido)-3-methoxybutanamido)-3-(2-fluorophenyl)propanoate FC1=C(CN2[C@@H](CCC2=O)CC(=O)N[C@H](C(=O)N[C@H](C(=O)OC)CC2=C(C=CC=C2)F)[C@@H](C)OC)C=CC=C1F